Cl.Cl.CC1=CC=CC=C1C(=O)N 6-methyl-benzamide dihydrochloride